C(CSCCO)O 3-thiapentane-1,5-diol